2-chloro-4-methyl-3,5,6-trifluorobenzyl (1R)-cis-3-[(Z)-2-chloro-3,3,3-trifluoro-1-propenyl]-2,2-dimethylcyclopropanecarboxylate Cl\C(=C/[C@@H]1C([C@@H]1C(=O)OCC1=C(C(=C(C(=C1F)F)C)F)Cl)(C)C)\C(F)(F)F